O=C1NC(CCC1N1C(C2=CC=C(C=C2C1=O)NCCCC(N1CCC(CC1)C1=CC=CC=C1)=O)=O)=O 2-(2,6-dioxopiperidin-3-yl)-5-((4-oxo-4-(4-phenylpiperidin-1-yl)butyl)amino)isoindoline-1,3-dione